CN(S(=O)(=O)CC)C1CCNCC1 N-methyl-N-piperidin-4-yl-ethanesulfonamide